COC1=CC=C(CN(S(=O)(=O)C2=C(C=CC(=C2C=2N=NN(N2)CC2=CC=C(C=C2)OC)I)S(=O)(=O)C[C@@H](CNC(OC(C)(C)C)=O)O[Si](C)(C)C(C)(C)C)CC2=CC=C(C=C2)OC)C=C1 (R)-tert-butyl (3-((2-(N,N-bis(4-methoxybenzyl)sulfamoyl)-4-iodo-3-(2-(4-methoxybenzyl)-2H-tetrazol-5-yl)phenyl)sulfonyl)-2-((tert-butyldimethylsilyl) oxy)propyl)carbamate